CCCCCCCCCCCCCCCC(=O)OC[C@H](COP(=O)([O-])OCC[NH3+])OC(=O)CCC/C=C\\C/C=C\\C/C=C\\C/C=C\\CCCCC The molecule is a 1,2-diacyl-sn-glycero-3-phosphoethanolamine in which the 1- and 2-acyl groups are specified as hexadecanoyl (palmitoyl) and 5Z,8Z,11Z,14Z-eicosatetraenoyl (arachidonoyl) respectively. It has a role as a mouse metabolite. It derives from a hexadecanoic acid and an arachidonic acid. It is a tautomer of a 1-hexadecanoyl-2-(5Z,8Z,11Z,14Z-icosatetraenoyl)-sn-glycero-3-phosphoethanolamine zwitterion.